C(C1CO1)OC1=CC=C(C=C1)C1(C2=CC=CC=C2C=2C=CC=CC12)C1=CC=C(C=C1)OCC1CO1 9,9-bis[4-(glycidyloxy)phenyl]-9H-fluorene